ClC1=CC2=C(N=CN(C2=O)CC2(CCN(CC2)C(=O)C2=CN=C(O2)C2CC2)O)N1C1=CC(=CC=C1)C1CC1 6-Chloro-3-((1-(2-cyclopropyloxazole-5-carbonyl)-4-hydroxypiperidin-4-yl)methyl)-7-(3-cyclopropylphenyl)-3H-pyrrolo[2,3-d]pyrimidin-4(7H)-one